CC1=CC=C(C=C1)S(=O)C=1SC=CC1 methyl-4-(thiophenyl)sulfinylbenzene